(R)-3-((5-chloro-1H-indol-2-yl)methyl)-1-(1-(5-fluoro-6-methoxynicotinoyl)piperidin-3-yl)-1-methylurea ClC=1C=C2C=C(NC2=CC1)CNC(N(C)[C@H]1CN(CCC1)C(C1=CN=C(C(=C1)F)OC)=O)=O